(E)-N-[2-[2-(difluoromethyl)-6,7-dihydro-4H-pyrazolo[1,5-a]pyrazin-5-yl]-2-oxoethyl]-3-[4-(trifluoromethyl)phenyl]prop-2-enamide FC(C1=NN2C(CN(CC2)C(CNC(\C=C\C2=CC=C(C=C2)C(F)(F)F)=O)=O)=C1)F